(1S)-(+)-camphorsulphonic acid [C@]12(C(=O)CC(CC1)C2(C)C)CS(=O)(=O)O